ClC=1C(=NC=CC1C=1CCC(N1)C=C)F 3-chloro-2-fluoro-4-(2-vinyl-3,4-dihydro-2H-pyrrol-5-yl)pyridine